CN(C(COCCCCCCCCC1C(C1)CCCCCC(=O)[O-])COCCCCC(=O)OC)C 6-(2-(8-(2-(dimethylamino)-3-((5-methoxy-5-oxopentyl)oxy)propoxy)octyl)cyclopropyl)hexanoate